N1(CCC1)C1=CC2=C(C=C(O2)C(=O)NS(=O)(=O)C2=CN=C3N2C=CC=C3)C(=C1)F 6-(Azetidin-1-yl)-4-fluoro-N-(imidazo[1,2-a]pyridine-3-sulfonyl)-1-benzofuran-2-carboxamide